3-(3-((4-fluoro-2,2-dioxido-1,3-dihydrobenzo[c]thiophen-5-yl)amino)-1H-pyrazol-5-yl)cyclopentyl ((1s,4s)-4-hydroxy-4-methylcyclohexyl)carbamate OC1(CCC(CC1)NC(OC1CC(CC1)C1=CC(=NN1)NC1=C(C2=C(CS(C2)(=O)=O)C=C1)F)=O)C